NC1=NC=C(C(=N1)CC1=CC=C2[C@](NC(NC2=C1)=O)(C(F)(F)F)C#CC1CC1)C (S)-7-((2-amino-5-methylpyrimidin-4-yl)methyl)-4-(cyclopropylethynyl)-4-(trifluoro-methyl)-3,4-dihydroquinazolin-2(1H)-one